N1=C(C(=CC=C1)C(=O)OCC)C1=CC=NC=C1 ethyl 2,4'-bipyridine-3-carboxylate